C1(=CC=C(C=C1)N=C=S)N=C=S 1,4-phenylene diisothiocyanate